COC1=C(C(=C(C(=C1O)CCC)O)C1=CC=C(C=C1)C)OC dimethoxy-cresyl-propyl-resorcinol